tert-butyl-(3S)-2'-[6-amino-5-(trifluoromethyl)pyridin-3-yl]-5',6'-dihydrospiro[pyrrolidine-3,4'-pyrrolo[1,2-b]pyrazole]-1-carboxylate C(C)(C)(C)OC(=O)N1C[C@@]2(CCN3N=C(C=C32)C=3C=NC(=C(C3)C(F)(F)F)N)CC1